NC=1C=2N(C=CN1)C(=NC2C)C(C)C=2C(=C(C(=C(C2)Cl)F)C(=O)N2CCC(CC2)(F)F)OC(C)C (3-(1-(8-amino-1-methylimidazo[1,5-a]pyrazin-3-yl)ethyl)-5-chloro-6-fluoro-2-isopropoxyphenyl)(4,4-difluoropiperidin-1-yl)methanone